ethyl 3-((3-(dibenzylamino)-5-methoxybenzyl)oxy)propanoate C(C1=CC=CC=C1)N(C=1C=C(COCCC(=O)OCC)C=C(C1)OC)CC1=CC=CC=C1